1-[2,4-dichloro-5-[(2-chloro-4-pyridyl)methoxy]phenyl]-3-[(1S)-1-(2-pyrimidin-2-yl-1,2,4-triazol-3-yl)ethyl]urea ClC1=C(C=C(C(=C1)Cl)OCC1=CC(=NC=C1)Cl)NC(=O)N[C@@H](C)C=1N(N=CN1)C1=NC=CC=N1